hydroxy-7-fluoro-furo[2,3-c]quinolin-4(5H)-one OC1=COC=2C(NC=3C=C(C=CC3C21)F)=O